2-(benzotriazol-1-yl)-N-[[3-fluoro-5-(trifluoromethoxy)phenyl]methyl]-N-[4-(1H-imidazol-4-yl)phenyl]acetamide N1(N=NC2=C1C=CC=C2)CC(=O)N(C2=CC=C(C=C2)C=2N=CNC2)CC2=CC(=CC(=C2)OC(F)(F)F)F